6-(4-((3-hydroxy-4-(4-methyl-1-oxo-1,3-dihydroisobenzofuran-5-yl)pyrrolidin-1-yl)methyl)-1H-pyrazol-1-yl)-4-methylpyridine-3-carbonitrile OC1CN(CC1C=1C(=C2COC(C2=CC1)=O)C)CC=1C=NN(C1)C1=CC(=C(C=N1)C#N)C